O1N=C(CC1)OCCC1CC2CCC(C1)N2CCCN2C(CCC1=CC=CC=C21)=O 1-[3-[3-[2-(4,5-dihydroisoxazol-3-yloxy)ethyl]-8-azabicyclo[3.2.1]octan-8-yl]propyl]-3,4-dihydroquinolin-2-one